ClC=1N=C(NC1[C@H]1[C@H](CN(CC1)S(=O)(=O)CCC(=O)N1CCC(CC1)(C)O)C)C1=NC=C(C=C1)F 3-[[(3R,4R)-4-[4-Chloro-2-(5-fluoro-2-pyridyl)-1H-imidazol-5-yl]-3-methyl-1-piperidyl]sulfonyl]-1-(4-hydroxy-4-methyl-1-piperidyl)propan-1-one